C1=NC(=C2C(=N1)N(C=N2)[C@H]3[C@@H]([C@@H]([C@H](O3)COP(=O)([O-])OP(=O)([O-])OP(=O)([O-])OP(=O)([O-])OP(=O)([O-])OP(=O)([O-])OC[C@@H]4[C@H]([C@H]([C@@H](O4)N5C=NC6=C(N=CN=C65)N)O)O)O)O)N The molecule is an organophosphate oxoanion obtained by global deprotonation of the hexaphosphate OH groups of P(1),P(6)-bis(5'-adenosyl)hexaphosphate It is a conjugate base of a P(1),P(6)-bis(5'-adenosyl)hexaphosphate.